4-(((((1r,4r)-4-(6-methoxy-5-(6-(trifluoromethyl)picolinamido)-2H-indazol-2-yl) Cyclohexyl)methyl)(methyl)amino)methyl)piperidine-1-carboxylate COC=1C(=CC2=CN(N=C2C1)C1CCC(CC1)CN(C)CC1CCN(CC1)C(=O)[O-])NC(C1=NC(=CC=C1)C(F)(F)F)=O